1-[5-[4-(6-chloro-5-fluoro-indolin-1-yl)quinazolin-6-yl]-2-methyl-3-pyridyl]cyclopropanol ClC1=C(C=C2CCN(C2=C1)C1=NC=NC2=CC=C(C=C12)C=1C=C(C(=NC1)C)C1(CC1)O)F